N(=C=O)CC(CC(CCN=C=O)(C)C)C 1,6-Diisocyanato-2,4,4-trimethylhexane